FC1=CC(=C2C(CCOC2=C1)(C)C)CC(=O)OCC ethyl 2-(7-fluoro-4,4-dimethylchroman-5-yl)acetate